FC1=C(C(=C(C=C1OC)OC)F)C1=NC(=C2C=C(N=CC2=C1)N[C@H]1[C@H](COC1)NC(C=C)=O)N1CC(CC1)(C)OC N-((3R,4S)-4-((7-(2,6-difluoro-3,5-dimethoxyphenyl)-5-(3-methoxy-3-methyl-pyrrolidin-1-yl)-2,6-naphthyridin-3-yl)amino)tetrahydrofuran-3-yl)acrylamide